6-bromo-1-ethyl-2-methyl-7-(trifluoromethyl)-imidazo[1,2-a]pyrimidin-5-one BrC1=C(N=C2N(C1=O)C=C(N2CC)C)C(F)(F)F